FC1=CC=C(C=C1)[C@H](CCCC(=O)N1C(OCCC[C@H]1C1=CC=CC=C1)=O)O (4S)-3-[(5S)-5-(4-fluorophenyl)5-hydroxypentanoyl]4-phenyl-1,3-oxazepan-2-one